(2E)-5-(4-methoxyphenyl)-4,5-dioxopent-2-enoic acid methyl ester COC(\C=C\C(C(=O)C1=CC=C(C=C1)OC)=O)=O